ClC1=C(C=C(C=2C3=C(NC12)CCNC([C@@H]3C)=O)NC(COC)=O)Cl |r| racemic-N-(7,8-dichloro-1-methyl-2-oxo-1,2,3,4,5,6-hexahydroazepino[4,5-b]indol-10-yl)-2-methoxyacetamide